COC(C1=C(C=C(C=C1\C=C\C1CCN(CC1)C(CCC)=O)OC)O)=O (E)-2-hydroxy-4-methoxy-6-[2-(1-butyrylpiperidin-4-yl)vinyl]benzoic acid methyl ester